8-amino-4,4-dimethyl-N-{4-[(4-methylpiperazin-1-yl)carbonyl]phenyl}-4,5-dihydro-1H-pyrazolo[4,3-H]quinazoline-3-carboxamide NC1=NC=2C3=C(C(CC2C=N1)(C)C)C(=NN3)C(=O)NC3=CC=C(C=C3)C(=O)N3CCN(CC3)C